FC1=C(C(=C(C=C1OC)OC)F)N1C(C2(C=3C4=C(N=CC3C1)NC=C4)CCN(CC2)C)=O 7'-(2,6-difluoro-3,5-dimethoxyphenyl)-1-methyl-6',7'-dihydrospiro[piperidine-4,9'-pyrrolo[2,3-c][2,7]naphthyridin]-8'(3'H)-one